2-[2-[1-(hydroxymethyl)-cyclobutyl]pyrazolo[3,4-b]pyridin-6-yl]-3-methyl-5-(trifluoromethyl)phenol OCC1(CCC1)N1N=C2N=C(C=CC2=C1)C1=C(C=C(C=C1C)C(F)(F)F)O